C1(CCCCC1)F Cyclohexyl fluoride